CCCC(=O)NC1=C2C(=NC=N1)N(C=N2)[C@H]3[C@@H]([C@@H]([C@H](O3)CO)O)OC(=O)CCC N6,2'-O-Dibutyryladenosine